2-(4-((4-methylbenzyl)oxy)phenyl)ethan-1-ol Methyl-5-(((tert-butoxycarbonyl)(2-((tert-butoxycarbonyl)(methyl)amino)ethyl)amino)methyl)-2-(N-methylmethylsulfonamido)benzoate CC=1C(=C(C(=O)OCCC2=CC=C(C=C2)OCC2=CC=C(C=C2)C)C=C(C1)CN(CCN(C)C(=O)OC(C)(C)C)C(=O)OC(C)(C)C)N(S(=O)(=O)C)C